2,2-dimethyl-3-(2-(1-(tetrahydro-2H-pyran-2-yl)-1H-pyrazol-5-yl)-5-(2,4,4-trimethylpent-2-ylamino)thieno[3,2-b]pyridin-7-ylamino)-1-propanol CC(CO)(CNC1=C2C(=NC(=C1)NC(C)(CC(C)(C)C)C)C=C(S2)C2=CC=NN2C2OCCCC2)C